BrC1=CC=C(O[P@@]2(O[C@H]3[C@@](S2)(CC[C@H](C3)C(=C)C)C)=S)C=C1 (2S,3aS,6R,7aR)-2-(4-bromophenoxy)-3a-methyl-6-(prop-1-en-2-yl)hexahydrobenzo[d][1,3,2]oxathiaphosphole 2-sulfide